The molecule is a deuterated compound that is is an isotopologue of alanine in which all seven hydrogen atoms have been replaced by deuterium. It is a deuterated compound and an alanine. [2H]C([2H])([2H])C([2H])(C(=O)O[2H])N([2H])[2H]